O(C1=CC=C(C=C1)OC=1C=C(C(C(=O)O)=CC1)C(=O)O)C1=CC=C(C=C1)OC=1C=C(C(C(=O)O)=CC1)C(=O)O 4,4'-((oxybis(4,1-phenylene))bis(oxy))diphthalic acid